FC1=C(C(=C(C(=C1[S+](C1=CC=CC=C1)C1=CC=CC=C1)F)F)F)F pentafluorophenyl-diphenyl-sulfonium